(3S,4S,5R)-1-(((S)-1-(3-(trifluoromethyl)pyridin-2-yl)pyrrolidin-3-yl)methyl)piperidine-3,4,5-triol FC(C=1C(=NC=CC1)N1C[C@@H](CC1)CN1C[C@@H](C([C@@H](C1)O)O)O)(F)F